NC=1NC(C2=C(N1)C=CN2CCCC2=CC=C(S2)C(=O)N[C@@H](CCC(=O)OCC)C(=O)OCC)=O Diethyl (5-(3-(2-amino-4-oxo-3,4-dihydro-5H-pyrrolo[3,2-d]pyrimidin-5-yl)propyl) thiophene-2-carbonyl)-L-glutamate